3-(4-(3-((3-(4-chloro-7,7-dimethyl-5-oxo-5,7-dihydroindolo[1,2-a]quinazolin-9-yl)piperidin-1-yl)methyl)-1-oxa-9-azaspiro[5.5]undecan-9-yl)-2,6-difluorophenyl)piperidine-2,6-dione ClC=1C=2C(N=C3N(C2C=CC1)C1=CC=C(C=C1C3(C)C)C3CN(CCC3)CC3COC1(CC3)CCN(CC1)C1=CC(=C(C(=C1)F)C1C(NC(CC1)=O)=O)F)=O